6-((1S,6S)-2,5-diazabicyclo[4.2.0]octan-2-yl)-7-ethyl-3-(methylthio)pyrido[3,2-e][1,2,4]triazin-5(8H)-one trifluoroacetate FC(C(=O)O)(F)F.[C@H]12N(CCN[C@H]2CC1)C=1C(C=2N=C(N=NC2NC1CC)SC)=O